O=C1NC(CCC1N1C(C2=CC=CC(=C2C1=O)OCC(=O)NCCOCCOCCC(=O)O)=O)=O 3-[2-[2-[[2-[2-(2,6-dioxo-3-piperidyl)-1,3-dioxo-isoindolin-4-yl]oxyacetyl]amino]ethoxy]ethoxy]propanoic acid